1-Methyl-N-(2-methyl-5-{[4-(trifluoromethyl)benzoyl]amino}phenyl)-1H-imidazole-5-carboxamide CN1C=NC=C1C(=O)NC1=C(C=CC(=C1)NC(C1=CC=C(C=C1)C(F)(F)F)=O)C